N-((1r,3r)-3-(methylamino)cyclobutyl)-2-(m-tolyl)benzo[d]imidazo[2,1-b]thiazole CNC1CC(C1)N1C(=CN2C1SC1=C2C=CC=C1)C=1C=C(C=CC1)C